BrC=1C=C(C(=NC1)C#N)SCC 5-Bromo-3-(ethylthio)pyridinecarbonitrile